C(=O)O.C(C)N(C1=NC=C(C(=N1)OC)C(=O)NC1=CC2=CN(N=C2C(=C1)F)C)C1CCNCC1 2-(ethyl-(piperidin-4-yl)amino)-N-(7-fluoro-2-methyl-2H-indazol-5-yl)-4-methoxypyrimidine-5-carboxamide formate salt